2-ethyl-1,4-dimethyl-2,3-dihydro-1H-pyrrole C(C)C1N(C=C(C1)C)C